N[C@@H](C1=C(C=C(C(=C1Cl)Cl)Cl)O)C1CCNCC1 (R)-2-[amino(piperidin-4-yl)methyl]-3,4,5-trichlorophenol